NCC1=C(C=C(C=C1)F)O 2-(aminomethyl)-5-fluorophenol